ClC=1C=C2CCC(C(C2=CC1)NC(=O)C=1C(NC(=CC1)C(F)(F)F)=O)C N-(6-chloro-2-methyl-1,2,3,4-tetrahydronaphthalen-1-yl)-2-oxo-6-(trifluoromethyl)-1,2-dihydropyridine-3-carboxamide